C(CCC)OC1=C(C=C(C(=O)N)C=C1)OC(F)F 4-butoxy-3-difluoromethoxybenzamide